N[C@]1(CN(CC1)C1=CC=CC(=N1)C1=NC2=CC(=NC=C2C=C1)CNC(C1=CN=CC(=C1)S(=O)(=O)C)=O)C |r| (Racemic)-N-((2-(6-(3-amino-3-methylpyrrolidin-1-yl)pyridin-2-yl)-1,6-naphthyridin-7-yl)methyl)-5-(methylsulfonyl)nicotinamide